ClCC=1N(C2=CC=C(C=C2C(C1I)=O)F)C1CCOCC1 2-(chloromethyl)-6-fluoro-3-iodo-1-(tetrahydro-2H-pyran-4-yl)quinolin-4(1H)-one